N-((5-(2-((2-(dimethylamino)quinazolin-4-yl)thio)acetyl)thiophen-2-yl)methyl)pivalamide CN(C1=NC2=CC=CC=C2C(=N1)SCC(=O)C1=CC=C(S1)CNC(C(C)(C)C)=O)C